5,6-dihydro-4H-1,2-oxazine O1N=CCCC1